N1=C(C=CC=C1)OB(OC1=NC=CC=C1)[O-] bis(2-pyridyl)borate